COC=1C=C(C=CC1O)CCNCCC1=CC(OC)=C(O)C=C1 3-methoxy-4-hydroxyphenyl-ethyl-(3-O-methyldopamine)